CN(C1C(CCC1)O)C 2-(dimethylamino)cyclopentan-1-ol